5-cyano-N-[2-(4,4-dimethylcyclohexen-1-yl)-6-[2,2,6,6-tetrakis(trideuteriomethyl)-4-piperidyl]-3-pyridyl]-1H-imidazole-2-carboxamide C(#N)C1=CN=C(N1)C(=O)NC=1C(=NC(=CC1)C1CC(NC(C1)(C([2H])([2H])[2H])C([2H])([2H])[2H])(C([2H])([2H])[2H])C([2H])([2H])[2H])C1=CCC(CC1)(C)C